monobromomethylene chloride BrC(Cl)Cl